Methyl (R)-6-(1-benzylpiperidin-4-ylidene)-2-((tert-butoxycarbonyl)amino)-5-oxohexanoate C(C1=CC=CC=C1)N1CCC(CC1)=CC(CC[C@H](C(=O)OC)NC(=O)OC(C)(C)C)=O